O(C#N)C1=C(C=CC=C1C)C 1-cyanato-2,6-dimethylbenzene